OC1=CC=C(C2=C(C3=CC=CC=C3C(=C12)O)O)O 1,4,9,10-tetrahydroxyanthracene